1-(4-(7-(benzyloxy)-3-cyclobutylisochroman-4-yl)phenyl)-4-(dimethoxymethyl)piperidine C(C1=CC=CC=C1)OC1=CC=C2C(C(OCC2=C1)C1CCC1)C1=CC=C(C=C1)N1CCC(CC1)C(OC)OC